ClC1=CC=C2C=CN=C(C2=C1)NC=1C=CC(=NC1)C(=O)NCC1=CC=NC=C1 5-((7-chloroisoquinolin-1-yl)amino)-N-(pyridin-4-ylmethyl)pyridinecarboxamide